C(C)(=O)O[C@@]1(C[C@@H](CC1)C(C)C)C=C |r| (1SR,3RS)-3-isopropyl-1-vinylcyclopentyl acetate